(S)-Methyl 2-(2-chloro-3-methylphenoxy)propanoate ClC1=C(O[C@H](C(=O)OC)C)C=CC=C1C